O=C(C(=O)OCCC=CCC)C1=CC=CC=C1 3-hexen-1-yl oxo(phenyl)acetate